2-{[4-(1,3-benzothiazol-5-yl)-1-oxo-2,3-dihydro-1H-isoindol-2-yl]methyl}prop-2-enenitrile S1C=NC2=C1C=CC(=C2)C2=C1CN(C(C1=CC=C2)=O)CC(C#N)=C